benzyl (1S,2S,5R)-6-oxa-3-azabicyclo[3.1.0]hexane-2-carboxylate [C@@H]12[C@H](NC[C@H]2O1)C(=O)OCC1=CC=CC=C1